5-(3-(5,6-dichlorobenzo[d]oxazol-2-yl)propyl)-N-hydroxyisoxazole-3-carboxamide ClC=1C(=CC2=C(N=C(O2)CCCC2=CC(=NO2)C(=O)NO)C1)Cl